1,1,1-Trimethoxy-3-phenylpropan-2-amine COC(C(CC1=CC=CC=C1)N)(OC)OC